((((2-(S-methylsulfonimidoyl)benzyl)oxy)carbonyl)amino)ethylboronic acid CS(=O)(=N)C1=C(COC(=O)NCCB(O)O)C=CC=C1